4-((1-acetamido-2-methylhex-2-yl)amino)-2-((2,4-dimethoxybenzyl)amino)-1,5-naphthyridine-3-carboxylic acid C(C)(=O)NCC(CCCC)(C)NC1=C(C(=NC2=CC=CN=C12)NCC1=C(C=C(C=C1)OC)OC)C(=O)O